O-isopropyl-isourea acetate C(C)(=O)O.C(C)(C)OC(N)=N